1-((2-(3-(diethylamino)propoxy)naphthalen-1-yl)methyl)naphthalen-2-ol C(C)N(CCCOC1=C(C2=CC=CC=C2C=C1)CC1=C(C=CC2=CC=CC=C12)O)CC